C(CC)C1(CCCCCCC1)C(=O)O α-propyl-cyclooctanecarboxylic acid